C(CCC)C(CS)CCCCCC 2-Butyloctane-1-thiol